tert-butyl (6-bromo-4-(trifluoromethyl)benzofuran-2-yl)methylcarbamate BrC1=CC2=C(C=C(O2)CNC(OC(C)(C)C)=O)C(=C1)C(F)(F)F